C(C)OC1=C(C=C2C(N=C(NC2=C1)C)=O)[N+](=O)[O-] 7-ethoxy-2-methyl-6-nitroquinazolin-4(1H)-one